C(=O)O.ClC=1C=C(C=C(C1)F)N1C(N(C2(C1=O)CCN(CC2)CC2CCOCC2)CC)=O 3-(3-chloro-5-fluorophenyl)-1-ethyl-8-((tetrahydro-2H-pyran-4-yl)methyl)-1,3,8-triazaspiro[4.5]decane-2,4-dione formate